O=P1OC2=C(C3=C(O1)C(=CC(=C3)C(C)(C)C)C(C)(C)C)C=C(C=C2C(C)(C)C)C(C)(C)C 6-oxo-2,4,8,10-tetra-tert-butyl-dibenzo[d,f][1,3,2]dioxaphosphepine